(R)-1-(3-(2-(1-(3-methoxybenzyl)-1H-pyrazol-4-ylamino)-7H-pyrrolo[2,3-d]pyrimidin-4-ylamino)piperidin-1-yl)prop-2-en-1-one COC=1C=C(CN2N=CC(=C2)NC=2N=C(C3=C(N2)NC=C3)N[C@H]3CN(CCC3)C(C=C)=O)C=CC1